C(C)(C)N1CCC(CC1)C=1C(=NC=CC1)NC(=O)N1C[C@@](CC1)(OC1=CC=CC=C1)C (3R)-N-[3-(1-isopropylpiperidin-4-yl)pyridin-2-yl]-3-methyl-3-phenoxypyrrolidine-1-carboxamide